3-(6-Bromopyridin-3-yl)-5-(chloromethyl)-1,2,4-oxadiazole BrC1=CC=C(C=N1)C1=NOC(=N1)CCl